C(CCC)C=CC[Sn] 3-butyl-allyl-tin